4-methoxy-5-(pyrazolo[1,5-a]pyridin-5-yl)-N-(tetrahydro-2H-pyran-4-yl)pyrrolo[2,1-f][1,2,4]triazin-2-amine COC1=NC(=NN2C1=C(C=C2)C2=CC=1N(C=C2)N=CC1)NC1CCOCC1